(10-(benzylcarbamoyl)-6-hydroxy-[1,2,4]triazolo[5,1-a]isoquinoline-5-carbonyl)glycine C(C1=CC=CC=C1)NC(=O)C=1C=CC=C2C(=C(N3C(C12)=NC=N3)C(=O)NCC(=O)O)O